N-(6-amino-5-ethyl-3-pyridyl)-2-oxo-2-[(2R,5S)-5-methyl-2-[2-[rel-(3R)-1-methyl-3-piperidyl]indazol-6-yl]-1-piperidyl]acetamide NC1=C(C=C(C=N1)NC(C(N1[C@H](CC[C@@H](C1)C)C=1C=CC2=CN(N=C2C1)[C@H]1CN(CCC1)C)=O)=O)CC |o1:26|